C1OCC12CC(C2)OC2=C(C=C(C=C2)F)C2CCN(CC2)[C@@H]2COC1(CN(C1)C(O)=NO)C2 (S)-7-(4-(2-((2-oxaspiro[3.3]heptane-6-yl)oxy)-5-fluorophenyl)piperidin-1-yl)-N-hydroxy-5-oxa-2-azaspiro[3.4]octane-2-carboxylic acid imide